C(=O)C1(CC=C(C=C1)C1=CC=CC=C1)C1=NC(=NC(=N1)C1(CC=C(C=C1)C1=CC=CC=C1)C=O)C1(CC=C(C=C1)C1=CC=CC=C1)C=O 2,4,6-tris-(4-formyl-biphenyl-4-yl)-1,3,5-triazine